(R)-(1-ethyl-8-methyl-3-(3-methyl-1,2,4-thiadiazol-5-yl)-5,6-diHydroimidazo[1,5-a]pyrazin-7(8H)-yl)(4-fluorophenyl)methanone C(C)C=1N=C(N2C1[C@H](N(CC2)C(=O)C2=CC=C(C=C2)F)C)C2=NC(=NS2)C